(2S,4S)-4-(2-chloropyrimidin-4-yl)oxy-2-methyl-piperidine-1-carboxylic acid tert-butyl ester C(C)(C)(C)OC(=O)N1[C@H](C[C@H](CC1)OC1=NC(=NC=C1)Cl)C